2-(8-((4-bromo-1H-indol-5-yl)carbamoyl)-4H-thieno[3,2-c]chromen-7-yl)-5-(isobutylcarbamoyl)benzoic acid BrC1=C2C=CNC2=CC=C1NC(=O)C1=CC=2C3=C(COC2C=C1C1=C(C(=O)O)C=C(C=C1)C(NCC(C)C)=O)C=CS3